2,5-diaminovaleric acid NC(C(=O)O)CCCN